ClC=1C(=C(C=CC1F)[C@@H](N[S@](=O)C(C)(C)C)[C@@H]1C[C@H](C1)C(F)(F)F)F (R)-N-((S)-(3-chloro-2,4-difluorophenyl)(trans-3-(trifluoromethyl)-cyclobutyl)-methyl)-2-methylpropane-2-sulfinamide